ClC1=CC2=C(N(C(=N2)C)CC(=O)N2CCC(CC2)C=2SC=C(N2)C2=NOC(C2)C2=C(C=CC=C2F)F)C=C1Cl 2-(5,6-dichloro-2-methyl-1H-benzimidazol-1-yl)-1-(4-(4-(5-(2,6-difluorophenyl)-4,5-dihydroisoxazol-3-yl)thiazol-2-yl)piperidin-1-yl)ethan-1-one